N-((1s,4s)-4-(4-(3-cyano-4-((2-cyanophenyl)thio)pyrazolo[1,5-a]pyridin-6-yl)-5-methyl-1H-pyrazol-1-yl)cyclohexyl)-N-methylacetamide C(#N)C=1C=NN2C1C(=CC(=C2)C=2C=NN(C2C)C2CCC(CC2)N(C(C)=O)C)SC2=C(C=CC=C2)C#N